3-(difluoromethyl)-1,2-oxazole-5-carboxamide FC(C1=NOC(=C1)C(=O)N)F